N1N=C(C=C1)CN (1H-pyrazol-3-yl)methanamine